(Z)-6-methyl-1-(4-(methylsulfonyl)phenyl)-3-((5-nitro-6-(piperidin-1-yl)pyridin-2-yl)methylene)-2-oxoindoline-5-carbonitrile CC1=C(C=C2/C(/C(N(C2=C1)C1=CC=C(C=C1)S(=O)(=O)C)=O)=C/C1=NC(=C(C=C1)[N+](=O)[O-])N1CCCCC1)C#N